2-hexyldecyl 3-ethyl-12-hexyl-6-(2-hydroxyethyl)-10-oxo-9,11-dioxa-3,6-diazaheneicosane-21-ate C(C)N(CC)CCN(CCOC(OC(CCCCCCCCC(=O)OCC(CCCCCCCC)CCCCCC)CCCCCC)=O)CCO